2-methyl-1,3-dioxan CC1OCCCO1